(R)-N-(1-(3-(1-(difluoromethyl)-1H-pyrazol-4-yl)-5-(thiazol-5-yl)phenyl)ethyl)-5-(2-(dimethylamino)ethoxy)-2-methylbenzamide FC(N1N=CC(=C1)C=1C=C(C=C(C1)C1=CN=CS1)[C@@H](C)NC(C1=C(C=CC(=C1)OCCN(C)C)C)=O)F